C(C)OCCN(CCC(C(=O)O)NC(=O)C1=C(N=CS1)C(F)(F)F)CCCCC1=NC=2NCCCC2C=C1 4-[2-ethoxyethyl-[4-(5,6,7,8-tetrahydro-1,8-naphthyridin-2-yl)butyl]amino]-2-[[4-(trifluoromethyl)thiazole-5-carbonyl]amino]butanoic acid